3-(5-(2-(tert-butoxycarbonyl)-2-azaspiro[3.3]heptane-6-carboxamido)thiophen-2-yl)propanoic acid C(C)(C)(C)OC(=O)N1CC2(C1)CC(C2)C(=O)NC2=CC=C(S2)CCC(=O)O